C(#C)C12CC(C1)(C2)NC(OC(C)(C)C)=O tert-butyl N-(3-ethynyl-1-bicyclo[1.1.1]pentanyl)carbamate